7-{[4-(2-methoxyphenyl)pyrimidin-2-yl]amino}-4-morpholinyl-2H-benzopyran-2-one COC1=C(C=CC=C1)C1=NC(=NC=C1)NC1=CC2=C(C(=CC(O2)=O)N2CCOCC2)C=C1